Diisohexyl-bis-(2-ethoxyethoxy)silane C(CCC(C)C)[Si](OCCOCC)(OCCOCC)CCCC(C)C